1-(4-(4-bromothien-2-yl)phenyl)pyrrolidine BrC=1C=C(SC1)C1=CC=C(C=C1)N1CCCC1